CC=1C=C(C=CC1C)C(=O)NN1C=CC2=CC=CC=C12 N-([3,4-dimethyl-phenyl]-Formamido)-indole